tert-Butyl (1R)-1-{[(tert-butoxy)carbonyl]amino}-3-oxo-8-azaspiro[4.5]decane-8-carboxylate C(C)(C)(C)OC(=O)N[C@@H]1CC(CC12CCN(CC2)C(=O)OC(C)(C)C)=O